6-[2-(1,1-dioxo-1,4-thiazinan-4-yl)ethoxy]pyridazin-3-amine O=S1(CCN(CC1)CCOC1=CC=C(N=N1)N)=O